C(C)(=O)C1=CC2=CC=CC=C2C=C1C(C)=O 2,3-diacetylnaphthalene